5-chloro-6'-methyl-3-(4-(methylsulfinyl)phenyl)-2,3'-bipyridine ClC=1C=C(C(=NC1)C=1C=NC(=CC1)C)C1=CC=C(C=C1)S(=O)C